(E)-N-(2-(1H-imidazol-2-yl)ethyl)-3-(1H-imidazol-4-yl)acrylamide N1C(=NC=C1)CCNC(\C=C\C=1N=CNC1)=O